OC1=CC=C2[C@H]([C@H](COC2=C1)C1=CC=CC=C1)C1=CC=C(C=C1)N1CCC(CC1)CN1CCN(CC1)C=1C=C2CN(C(C2=CC1)=O)[C@@H]1C(NC(CC1)=O)=O (S)-3-(5-(4-((1-(4-((3S,4R)-7-hydroxy-3-phenylchroman-4-yl)phenyl)piperidin-4-yl)methyl)piperazin-1-yl)-1-oxoisoindolin-2-yl)piperidine-2,6-dione